1-methoxyethyl-3-methyl-imidazolium COC(C)C=1NC=C[N+]1C